methyl 2-((benzyloxy)methyl)-2-(3-bromophenyl)-7-hydroxy-6,6-dimethylheptanoate C(C1=CC=CC=C1)OCC(C(=O)OC)(CCCC(CO)(C)C)C1=CC(=CC=C1)Br